(R)-1-(4-((4-((2-fluoro-4-((2-(2-(trifluoromethyl)morpholino)pyridin-4-yl)oxy)phenyl)amino)-7-methoxyquinazolin-6-yl)amino)piperidin-1-yl)prop-2-en-1-one FC1=C(C=CC(=C1)OC1=CC(=NC=C1)N1C[C@@H](OCC1)C(F)(F)F)NC1=NC=NC2=CC(=C(C=C12)NC1CCN(CC1)C(C=C)=O)OC